4-(5-(3-Amino-1-methyl-1H-pyrazol-5-yl)-5-hydroxyoctahydropentalen-2-yl)-N-(3-chloro-4-fluorophenyl)-1-methyl-1H-imidazole-5-carboxamide NC1=NN(C(=C1)C1(CC2CC(CC2C1)C=1N=CN(C1C(=O)NC1=CC(=C(C=C1)F)Cl)C)O)C